4,4'-dihydroxytriphenylmethane C1=CC=C(C=C1)C(C2=CC=C(C=C2)O)C3=CC=C(C=C3)O